N-tolyl-3-methyl-4,5-epoxycyclohexane-1,2-dicarboxylic acid imide C1(=C(C=CC=C1)N=C(O)C1C(C(C2C(C1)O2)C)C(=O)O)C